(R)-3-azidopiperidine-1-carboxylic acid tert-butyl ester C(C)(C)(C)OC(=O)N1C[C@@H](CCC1)N=[N+]=[N-]